4-({5-chloro-3'-methoxy-[2,4'-bipyridine]-2'-yl}amino)-6-cyclopropaneamido-N-(2H3)methylpyridine-3-carboxamide ClC=1C=CC(=NC1)C1=C(C(=NC=C1)NC1=C(C=NC(=C1)NC(=O)C1CC1)C(=O)NC([2H])([2H])[2H])OC